alpha-bromoisobutyryl bromide BrC(C(=O)Br)(C)C